(S)-9-amino-4-ethyl-8-fluoro-11-((3-fluoro-3-(hydroxy-methyl)azetidin-1-yl)methyl)-4-hydroxy-1,12-dihydro-14H-pyrano[3',4':6,7]indolizino[1,2-b]quinoline-3,14(4H)-dione NC1=CC=2C(=C3C(=NC2C=C1F)C1=CC2=C(C(N1C3)=O)COC([C@]2(O)CC)=O)CN2CC(C2)(CO)F